biphenylyl[phenyl(biphenylyl)triazinyl]benzoSelenophene C1(=C(C=CC=C1)C1=C([Se]C2=C1C=CC=C2)C2=NN=NC(=C2C2=C(C=CC=C2)C2=CC=CC=C2)C2=CC=CC=C2)C2=CC=CC=C2